1-(3,5-difluorophenyl)-N-(4-(3-(pyridin-4-ylmethyl)ureido)phenyl)methanesulfonamide FC=1C=C(C=C(C1)F)CS(=O)(=O)NC1=CC=C(C=C1)NC(=O)NCC1=CC=NC=C1